OC1[C@H](O)[C@@H](O)[C@@H](O1)CO L-arabinofuranose